vanadium-sodium vanadium phosphate P(=O)([O-])([O-])[O-].[V+5].[Na+].[V+5]